N1(CCOCC1)C1(CCCC1)CC(C(=O)N)CCCCCC(C)=O [(1-morpholin-4-ylcyclopentyl)methyl]-8-oxononanamide